[N+](=O)(OO)[O-] hydroxyl (nitrate)